NC1=NC(=CC(=C1C(=O)NC)Cl)Cl 2-amino-4,6-dichloro-N-methylpyridine-3-carboxamide